(R,E)-2,2-dimethyl-4-((octadecan-2-en-1-yloxy)methyl)-1,3-dioxolane CC1(OC[C@H](O1)COC\C=C\CCCCCCCCCCCCCCC)C